C(C)(C)(C)OC(=O)N(C(OC(C)(C)C)=O)C1=NN2C(C=C(C=C2)C2=C(C(=C(C=C2)Cl)C(NCC([C@H](O)C2=CC=C(C=C2)F)(F)F)=O)F)=N1 tert-butyl (R)-(tert-butoxy carbonyl)(7-(4-chloro-3-((2,2-difluoro-3-(4-fluorophenyl)-3-hydroxypropyl)carbamoyl)-2-fluorophenyl)-[1,2,4]triazolo[1,5-a]pyridin-2-yl)carbamate